CCCCCCCCCCCCCCC pentadecan